(2'R,3'S)-3'-amino-6'-hydroxy-2'-(hydroxymethyl)-2',4',6'-trimethyl-2',3'-dihydrospiro[cyclopropane-1,5'-inden]-7'(6'H)-one N[C@@H]1[C@](C=C2C(C(C3(C(=C12)C)CC3)(C)O)=O)(C)CO